5-(hydroxymethylene)-3-methyl-4-oxo-1-((2-(trimethylsilyl)ethoxy)methyl)-1,4,5,6,7,8-hexahydrocyclohepta[b]pyrrole-2-carboxylic acid ethyl ester C(C)OC(=O)C1=C(C2=C(N1COCC[Si](C)(C)C)CCCC(C2=O)=CO)C